C(OC=1C=C(C=CC1)C1(C(CN(CC1)C(CC1=C(C=C(C(=C1)F)F)F)=O)CNC([2H])([2H])[2H])OC(C1=CC=CC=C1)=O)([2H])([2H])[2H] 4-(3-(methoxy-d3)phenyl)-3-(((methyl-d3)amino)methyl)-1-(2-(2,4,5-trifluorophenyl)acetyl)piperidin-4-ylbenzoate